C(N)(=O)C=1C(=NC=CC1)NC(=O)C12CN(C(C1)C2)C(=O)OC(C)(C)C tert-butyl 4-((3-carbamoylpyridin-2-yl)carbamoyl)-2-azabicyclo[2.1.1]hexane-2-carboxylate